ClC1=C(C2=CC=CC=C2C=C1)C(=O)P(C1=C(C=CC(=C1)C)C)(C(=O)C1=C(C=CC2=CC=CC=C12)Cl)=O bis(2-chloro-1-naphthoyl)-2,5-dimethylphenyl-phosphine oxide